FC(C1(CC1)NC(OC[C@@H](N1C(N[C@@](C1=O)(C1=CC=C(C=C1)C1=NC=CN=C1)CC(C)(C)C)=N)C1=CC(=C(C=C1)Cl)C(N)=O)=O)(F)F (S)-2-(3-carbamoyl-4-chlorophenyl)-2-((R)-2-imino-4-neopentyl-5-oxo-4-(4-(pyrazin-2-yl)phenyl)imidazolidin-1-yl)ethyl (1-(trifluoromethyl)cyclopropyl)carbamate